CC=1C=C(C(=O)OC2=C(C(=CC(=C2)Cl)C=NC(C(=O)OC)C(C)C)O)C=CC1 5-chloro-2-hydroxy-3-((1-methoxy-3-methyl-1-oxobutan-2-ylimino)-methyl)phenyl 3-meth-ylbenzoate